methyl 2-hydroxy-4-(4-oxo-3,5,7,8-tetrahydro-4H-thiopyrano[4,3-d]pyrimidin-2-yl)benzoate OC1=C(C(=O)OC)C=CC(=C1)C=1NC(C2=C(N1)CCSC2)=O